[I-].C(=O)(O)CCCCCCCCCCC[P+](C1=CC=CC=C1)(C1=CC=CC=C1)C1CCC(CC1)(F)F (11-carboxyundecyl)(4,4-difluorocyclohexyl)diphenylphosphonium iodide